5-(5-Ethoxy-2-(3,4-difluorophenyl)pyridin-3-yl)-1H-indazole C(C)OC=1C=C(C(=NC1)C1=CC(=C(C=C1)F)F)C=1C=C2C=NNC2=CC1